C1(CCC1)CN(C(=O)OCC1=CSC(=C1)F)C 3-((((cyclobutylmethyl)(methyl)carbamoyl)oxy)methyl)-5-fluorothiophene